[1,2,4]triazolo[1,5-a][1,3,5]triazine-5,7-diamine N1=CN=C2N1C(=NC(=N2)N)N